3-(8-bromonaphthalen-1-yl)cyclohexan-1-one BrC=1C=CC=C2C=CC=C(C12)C1CC(CCC1)=O